(2R,3S,4R,5R)-2-((R)-bicyclo[4.2.0]octa-1(6),2,4-trien-3-yl(hydroxy)methyl)-5-(4-(2-methoxyethyl)-7H-pyrrolo[2,3-d]pyrimidin-7-yl)tetrahydrofuran-3,4-diol C1=2C=C(C=CC2CC1)[C@H]([C@H]1O[C@H]([C@@H]([C@@H]1O)O)N1C=CC2=C1N=CN=C2CCOC)O